C(C1=CC=CC=C1)(C1=CC=CC=C1)(C1=CC=CC=C1)[N@@]1C(C1)C(=O)O (S)-1-trityl-aziridine-2-carboxylic acid